Tert-butyl (6-(2-(2,4-difluorophenyl)-1-hydroxy-2-methylpropyl)pyridin-3-yl)carbamate FC1=C(C=CC(=C1)F)C(C(O)C1=CC=C(C=N1)NC(OC(C)(C)C)=O)(C)C